ClC=1C(=CC(=C(C(=O)NS(=O)(=O)C2=CC=C(C=C2)OCC2=NC=CC=N2)C1)F)OCC1CCCC1 5-chloro-4-(cyclopentylmethoxy)-2-fluoro-N-((4-(pyrimidin-2-ylmethoxy)phenyl)sulfonyl)benzamide